Methyl 3-cyclopropyl-1-((2,2-difluorospiro[2.3]hexan-1-yl)methyl)-4-(trifluoromethyl)-1H-pyrazole-5-carboxylate C1(CC1)C1=NN(C(=C1C(F)(F)F)C(=O)OC)CC1C(C12CCC2)(F)F